FC(C1=NN(C=C1NC(=O)C=1C=NN2C1N=C(C=C2)N2C[C@H](CCC2)NC(OC(C)(C)C)=O)C2CCC(CC2)C=O)F tert-Butyl ((S)-1-(3-((3-(difluoromethyl)-1-((1R,4S)-4-formylcyclohexyl)-1H-pyrazol-4-yl)carbamoyl)pyrazolo[1,5-a]pyrimidin-5-yl)piperidin-3-yl)carbamate